2-fluoro-3-hydroxy-2-methylpropanoic Acid FC(C(=O)O)(CO)C